ClC=1C(=NC=CC1[C@@H](CCC=C)N)F (R)-1-(3-chloro-2-fluoropyridin-4-yl)pent-4-en-1-amine